(E)-4-(benzyloxy)-3-((2-(4-bromophenyl)hydrazineylidene)methyl)-1H-indole C(C1=CC=CC=C1)OC1=C2C(=CNC2=CC=C1)/C=N/NC1=CC=C(C=C1)Br